Cl.C1=CC2(C3=NC=4C=CC=CC4C(N31)=O)CCCC2 spiro[cyclopentane-1,3'-pyrrolo[2,1-b]quinazolin]-9'-one, hydrochloride